F[P-](F)(F)(F)(F)F.CN(C(=[N+](C)C)S)C tetramethylthiouronium Hexafluorophosphate